(1,3-dithian-2-yl)-1-(4-fluorophenyl)-4-phenyl-1H-pyrazole S1C(SCCC1)C1=NN(C=C1C1=CC=CC=C1)C1=CC=C(C=C1)F